C[C@H]1[C@@H](C[C@H]([C@@H](O1)O[C@H](C)CCCCCCCCCCCCC(=O)O)O)O The molecule is an (omega-1)-hydroxy fatty acid ascaroside obtained by formal condensation of the alcoholic hydroxy group of (14R)-14-hydroxypentadecanoic acid with ascarylopyranose (the alpha anomer). It is a metabolite of the nematode Caenorhabditis elegans. It has a role as a Caenorhabditis elegans metabolite. It is a monocarboxylic acid and an (omega-1)-hydroxy fatty acid ascaroside. It derives from a (14R)-14-hydroxypentadecanoic acid. It is a conjugate acid of an ascr#26(1-).